bis-(2-hydroxynaphthyl)-methane OC1=C(C2=CC=CC=C2C=C1)CC1=C(C=CC2=CC=CC=C12)O